ClC1=CC(=C(S1)C1=CC(=C(C(=N1)C)O[C@@H]1C[C@H](CCC1)C(=O)[O-])C)COC(=O)OC1=CC=C(C=C1)[N+](=O)[O-] (1S,3S)-3-((6-(5-Chloro-3-((((4-nitrophenoxy)carbonyl)oxy)methyl)thiophen-2-yl)-2-methyl Methylpyridin-3-yl)oxy)cyclohexane-1-carboxylate